sodium potassium carbonate salt C([O-])([O-])=O.[K+].[Na+]